C(C)(C)(C)OC(=O)N1CCC2(CC(C2)CO)CC1 2-Hydroxymethyl-7-azaspiro[3.5]nonane-7-carboxylic acid tert-butyl ester